2-allyl-4-tert-butyl-phenol C(C=C)C1=C(C=CC(=C1)C(C)(C)C)O